NC1=C(C=C(C=N1)NC(C(=O)N1CC(CC=C1C=1C=CC2=C(N=CS2)C1)C)=O)C N-(6-amino-5-methylpyridin-3-yl)-2-(6-(benzo[d]thiazol-5-yl)-3-methyl-3,4-dihydropyridin-1(2H)-yl)-2-oxoacetamide